2,3-dihydroxyprop-1-yl tetradecanoate C(CCCCCCCCCCCCC)(=O)OCC(CO)O